OC=1C=C(C=CC1)C=1C(OC2=C(C1C)C=C(C=C2)O)C2=CC=C(C=C2)OC[C@H](C)N2[C@H](CCC2)C 3-(3-hydroxyphenyl)-4-methyl-2-(4-((S)-2-((S)-2-methylpyrrolidin-1-yl)propoxy)phenyl)-2H-benzopyran-6-ol